CC1=C(C=CC(=C1)C[C@@H](C(=O)O)N)O The molecule is a tyrosine derivative that is L-tyrosine in which the hydrogen at position 3 on the phenyl ring is replaced by a methyl group. It is a L-tyrosine derivative and a non-proteinogenic L-alpha-amino acid. It is a tautomer of a 3-methyl-L-tyrosine zwitterion.